O=C1NC(CCC1N1C(C2=CC=CC(=C2C1=O)NCCOCCC(=O)N1CCC(CC1)C1=CC=C(C(=O)N2CCC(CC2)CCCCNC(\C=C\C=2C=NC=CC2)=O)C=C1)=O)=O (E)-N-(4-(1-(4-(1-(3-(2-((2-(2,6-dioxopiperidin-3-yl)-1,3-dioxoisoindolin-4-yl)amino)ethoxy)propanoyl)piperidin-4-yl)benzoyl)piperidin-4-yl)butyl)-3-(pyridin-3-yl)acrylamide